C1(CC1)CN1C=C(C2=NN(C(C(=C21)C=2C=NC(=CC2)C2CC2)=O)C2=CC1=CN(N=C1C=C2)C([2H])([2H])[2H])C=O 5-(cyclopropylmethyl)-4-(6-cyclopropylpyridin-3-yl)-2-(2-(methyl-d3)-2H-indazol-5-yl)-3-oxo-3,5-dihydro-2H-pyrrolo[3,2-c]pyridazine-7-carbaldehyde